4-cyano-3,5-difluorophenyl-pinacol C(#N)C1=C(C=C(C=C1F)CC(O)(C)C(C)(C)O)F